BrC=1C=C(C=CC1)CCN1C=C(C=CC1=O)C=O (3-bromophenyl-ethyl)-6-oxo-1,6-dihydropyridine-3-carbaldehyde